2-(2-chloro-4-((3-fluoro-4-(1-methyl-4-(trifluoromethyl)-1H-imidazol-2-yl)benzyl)amino)pyrimidin-5-yl)propan-2-ol ClC1=NC=C(C(=N1)NCC1=CC(=C(C=C1)C=1N(C=C(N1)C(F)(F)F)C)F)C(C)(C)O